CCOC(=O)C1=CN2C(=CC(=N2)OP(=S)(OCC)OCC)N=C1C The molecule is a member of the class of pyrazolopyrimidines that is the ethyl ester of 2-[(diethoxyphosphorothioyl)oxy]-5-methylpyrazolo[1,5-a]pyrimidine-6-carboxylic acid. A profungicide (by hydrolysis of the thionophosphate group to afford the corresponding 2-hydroxypyrazolopyrimidine fungicide), it is used to control Erysiphe, Helminthosporium and Rhynchospium in cereals. It has a role as a phospholipid biosynthesis inhibitor, an insecticide, an antifungal agrochemical and a profungicide. It is a pyrazolopyrimidine, an organic thiophosphate and an ethyl ester. It derives from an ethyl 2-hydroxy-5-methylpyrazolo[1,5-a]pyrimidine-6-carboxylate.